FC1(COC1)C1=CC(=C(C(=C1)C(C)C)CC(=O)O)C(C)C 2-[4-(3-fluorooxetan-3-yl)-2,6-bis(prop-2-yl)phenyl]acetic acid